C(C)OC([C@@H](NC(C)=O)CS)=O N-acetyl-cysteine ethyl ester